C1N(CCC2=CC=CC=C12)CC(CNC(=O)C=1C=C2CCN[C@@H](C2=CC1)C(C1=CC=C(C=C1)Br)=O)O (S)-N-(3-(3,4-dihydroisoquinoline-2(1H)-yl)-2-hydroxypropyl)-(4-bromobenzoyl)-1,2,3,4-tetrahydroisoquinoline-6-carboxamide